C(C1=CC=CC=C1)(=O)OCC1=CC(=CC=C1)[C@@H](C)N 3-[(1R)-1-aminoethyl]Benzyl benzoate